OC1=CC(=C2C=CC=3C(=CC(=C4C=CC1=C2C34)S(=O)(=O)O)S(=O)(=O)O)S(=O)(=O)O hydroxy-3,6,8-pyrene-trisulfonic acid